1'-(methylsulfonyl)spiro[cyclopropane-1,3'-indoline]-6'-carboxylic acid CS(=O)(=O)N1CC2(C3=CC=C(C=C13)C(=O)O)CC2